isononyl cyanoacrylate C(#N)C(C(=O)OCCCCCCC(C)C)=C